C(CCCCCCCCC)OC1=CC=C(C=C1)/C=C/C(=O)C1=CC=C(C=C1)O (E)-3-[4-(Decyloxy)phenyl]-1-(4-hydroxyphenyl)prop-2-en-1-one